amino-1-(4-carboxyl-phenyl)-tetrazole nickel [Ni].NC1=NN=NN1C1=CC=C(C=C1)C(=O)O